CC=1N=C(SC1C)N1N([NH2+]C(=N1)C1=CC=CC=C1)C1=CC=CC=C1 3-(4,5-dimethylthiazol-2-yl)2,5-diphenyltetrazolium